CC1(CC[C@H](CN1)NC=1C(N(C(=NN1)C1=C(C=C(C=C1)C(F)(F)F)O)C)=O)C 6-[[(3R)-6,6-dimethyl-3-piperidinyl]amino]-3-[2-hydroxy-4-(trifluoromethyl)phenyl]-4-methyl-1,2,4-triazin-5-one